1,1-CYCLOPROPANEDICARBOXYLIC ACID MONOMETHYL ESTER COC(=O)C1(CC1)C(=O)O